(4-(1-(5-(2-((3,5-dichlorophenethyl)amino)pyrimidin-5-yl)-1,3,4-oxadiazol-2-yl)azetidin-3-yl)-1H-1,2,3-triazol-1-yl)methyl pivalate C(C(C)(C)C)(=O)OCN1N=NC(=C1)C1CN(C1)C=1OC(=NN1)C=1C=NC(=NC1)NCCC1=CC(=CC(=C1)Cl)Cl